C(C1=CC=CC=C1)N1[C@@H](CCCC1)C(=O)O (S)-N-benzyl-piperidine-2-formic acid